N-(3-(2,5-dichlorophenyl)-1-methyl-1H-pyrazol-4-yl)pyrazolo[1,5-a]pyrimidine-3-carboxamide ClC1=C(C=C(C=C1)Cl)C1=NN(C=C1NC(=O)C=1C=NN2C1N=CC=C2)C